tert-butyl methyl(1-(2-(methyl(2-(p-tolyloxy)ethyl)amino)-2-oxoethyl)-1H-pyrazol-4-yl)carbamate CN(C(OC(C)(C)C)=O)C=1C=NN(C1)CC(=O)N(CCOC1=CC=C(C=C1)C)C